methyl 3-methyl-2-{[(2S)-2-methylpiperazin-1-yl] methyl}-3H-imidazo[4,5-b]pyridine-5-carboxylate CN1C(=NC=2C1=NC(=CC2)C(=O)OC)CN2[C@H](CNCC2)C